3-((3-(5-(1-acryloylpyrrolidin-3-yl)-2-(4-fluorophenyl)pyridin-4-yl)-1H-pyrazol-1-yl)methyl)-N-methylbenzamide C(C=C)(=O)N1CC(CC1)C=1C(=CC(=NC1)C1=CC=C(C=C1)F)C1=NN(C=C1)CC=1C=C(C(=O)NC)C=CC1